5-{6-[2-(7-Fluoro-4-methoxy-2-methyl-indol-1-yl)-ethylamino]-pyrimidin-4-yl}-3-methyl-thiophen FC=1C=CC(=C2C=C(N(C12)CCNC1=CC(=NC=N1)C1=CC(=CS1)C)C)OC